NCCCCCCC#CC1=CC=C(O1)C#CCNC(C[C@H]1C=2N(C3=C(C(=N1)C1=CC=C(C=C1)Cl)C(=C(S3)C)C)C(=NN2)C)=O (S)-N-(3-(5-(8-aminooct-1-yn-1-yl)furan-2-yl)prop-2-yn-1-yl)-2-(4-(4-chlorophenyl)-2,3,9-trimethyl-6H-thieno[3,2-f][1,2,4]triazolo[4,3-a][1,4]diazepin-6-yl)acetamide